O[C@@H]1CN(C[C@H]1O)C(CN1N=CC(=C1)C1=CC(=C(C(=N1)N1[C@H](CC1)C)C#N)C(F)(F)F)=O 6-[1-[2-[(3R,4R)-3,4-dihydroxypyrrolidin-1-yl]-2-oxo-ethyl]pyrazol-4-yl]-2-[(2S)-2-methylazetidin-1-yl]-4-(trifluoromethyl)pyridine-3-carbonitrile